FC=1C(=NC(=C(C(=O)O)C1)NC1=C(C=C(C=C1)F)C)OC 5-fluoro-2-((4-fluoro-2-methylphenyl)-amino)-6-meth-oxynicotinic acid